2-butyl-4-chloro-1-((6'-(5-oxo-4,5-dihydro-1,2,4-oxadiazol-3-yl)-[1,1':3',1''-terphenyl]-4-yl)methyl)-1H-imidazole-5-carboxamide C(CCC)C=1N(C(=C(N1)Cl)C(=O)N)CC1=CC=C(C=C1)C1=CC(=CC=C1C1=NOC(N1)=O)C1=CC=CC=C1